astato-N-[4-(6-(isopropylamino)pyridine-4-yl)-1,3-thiazol-2-yl]-N-methylbenzamide [At]C1=C(C(=O)N(C)C=2SC=C(N2)C2=CC=NC(=C2)NC(C)C)C=CC=C1